CN(CCN1C(C=2C(C1=O)=CC=CC2)=O)C N-(2-(dimethylamino)ethyl)phthalimide